BrC1=C(C=CC(=C1)C(F)(F)F)C1C(C(CCC1)C(NC1=C(C=C(C=C1)C(F)(F)F)F)=O)C(=O)O 2-(2-bromo-4-(trifluoromethyl)phenyl)-6-((2-fluoro-4-(trifluoromethyl)phenyl)carbamoyl)cyclohexane-1-carboxylic acid